FC(C=1C=CC(=NC1)C=1SC(=CN1)C=O)(F)F (2-(5-(trifluoromethyl)pyridin-2-yl)thiazol-5-yl)methanone